2-(3,5-dimethylphenyl)-N-[(1-methyl-1H-pyrazol-4-yl)(1-methylpiperidin-3-yl)sulfamoyl]-acetamide CC=1C=C(C=C(C1)C)CC(=O)NS(N(C1CN(CCC1)C)C=1C=NN(C1)C)(=O)=O